C(N)(OC(C)(C)C12CC3CC(CC(C1)C3)C2)=O 1-(1-adamantyl)-1-methylethyl carbamate